[2-(trifluoromethyl)quinolin-4-yl]amin FC(C1=NC2=CC=CC=C2C(=C1)N)(F)F